(4-{[7-(dimethylamino)-5-methyl-[1,2,4]triazolo[1,5-a]pyrimidin-6-yl]methyl}phenyl)(ethyl)imino-λ6-sulfanone CN(C1=C(C(=NC=2N1N=CN2)C)CC2=CC=C(C=C2)S(=O)=NCC)C